dideoxyuridin [C@@H]1(CC[C@@H](CO)O1)N1C(=O)NC(=O)C=C1